3-(2,3-difluoro-4-methoxy-phenyl)imidazo[1,2-a]pyrazin-8-amine FC1=C(C=CC(=C1F)OC)C1=CN=C2N1C=CN=C2N